[O-]C#N.C1(=CC=CC=C1)[Na] (phenyl)sodium cyanate